FC=1C(=NC(=NC1)N[C@H]1C[C@H](CCC1)C(=O)OC)C1=CC(=CC=C1)C1COC1 cis-methyl 3-((5-fluoro-4-(3-(oxetan-3-yl)phenyl)pyrimidin-2-yl)amino)cyclohexane-1-carboxylate